C(C)C1=C(C=NC=C1)C=1C=C2C=C(N=NC2=C(C1)N)NC(C)C 6-(4-Ethylpyridin-3-yl)-N3-isopropylcinnoline-3,8-diamine